3-hydroxy-4-hydroxymethyl-proline methyl-N-[5-[6-[(4-cyano-3-methoxy-phenyl)-methyl-carbamoyl]-8-methyl-imidazo[1,2-a]pyrazin-3-yl]-2-pyridyl]carbamate CN(C(O)=O)C1=NC=C(C=C1)C1=CN=C2N1C=C(N=C2C)C(N(C)C2=CC(=C(C=C2)C#N)OC)=O.OC2[C@H](NCC2CO)C(=O)O